2-(6-(((1s,2s,5r)-8-(2-hydroxyethyl)-8-azabicyclo[3.2.1]oct-2-yl)amino)pyridazin-3-yl)-3-methyl-5-(trifluoromethyl)phenol OCCN1[C@@H]2[C@H](CC[C@@H]1CC2)NC2=CC=C(N=N2)C2=C(C=C(C=C2C)C(F)(F)F)O